3-amino-4-hydroxypiperidine-1-carboxylate NC1CN(CCC1O)C(=O)[O-]